C(C)OC(=O)N ethoxycarboxamide